4-[(3S)-2-(2,2-dimethylpropionyl)-1,2-oxazolidin-3-yl]-2-fluorobenzonitrile CC(C(=O)N1OCC[C@H]1C1=CC(=C(C#N)C=C1)F)(C)C